3-[3-(2,6-difluoro-3,5-dimethoxyphenyl)-2-oxo-2,3,4,7-tetrahydro-1H-pyrazolo[4',3':5,6]pyrido[4,3-d]pyrimidin-1-yl]-N-ethyl-2-fluorobenzamide FC1=C(C(=C(C=C1OC)OC)F)N1C(N(C2=C(C1)C=NC1=C2C=NN1)C=1C(=C(C(=O)NCC)C=CC1)F)=O